FC(C1=NN=CN1CC(=O)O)F 2-(3-(difluoromethyl)-4H-1,2,4-triazol-4-yl)acetic acid